2-(3,5-dimethoxyphenyl)-5-(1-isopropyl-1H-pyrazol-4-yl)-N4-(1,2,3,4-tetrahydroisoquinolin-7-yl)pyrimidine-2,4-diamine COC=1C=C(C=C(C1)OC)C1(NC=C(C(=N1)NC1=CC=C2CCNCC2=C1)C=1C=NN(C1)C(C)C)N